CN1CC2NC(C1)C2 3-methyl-3,6-diazabicyclo[3.1.1]Heptane